(R)-4-Amino-7-(bicyclo[1.1.1]pentan-1-yl)-N-(1,1-dioxido-2,3-dihydrothiophen-3-yl)-8-fluoro-2-oxo-1,2-dihydroquinoline-3-carboxamide NC1=C(C(NC2=C(C(=CC=C12)C12CC(C1)C2)F)=O)C(=O)N[C@H]2CS(C=C2)(=O)=O